C(C1=CC=CC=C1)OC1(NCCC2=CC=C(C=C12)OC)CCC1=CNC2=CC=C(C=C12)F (benzyloxy)-1-(2-(5-fluoro-1H-indol-3-yl)ethyl)-7-methoxy-1,2,3,4-tetrahydroisoquinoline